CN1C(=NN=C1)CC1(COC1)C=1C=C(C=CC1)NC(=O)C=1NC=C(N1)C(F)(F)F N-(3-(3-((4-methyl-4H-1,2,4-triazol-3-yl)methyl)oxetan-3-yl)phenyl)-4-(trifluoromethyl)-1H-imidazole-2-carboxamide